BrC=1C(=C2CN(C(C2=CC1)=O)C1C(NC(CC1)=O)=O)C 3-(5-bromo-4-methyl-1-oxo-isoindolin-2-yl)piperidine-2,6-dione